ClC=1C(=NC(=NC1)NC1=CC(=C(C(=C1)CN1C[C@H](N[C@H](C1)C)C)O)C1CC1)C1=CNC2=CC(=CC=C12)C 4-((5-chloro-4-(6-methyl-1H-indole-3-yl)pyrimidine-2-yl)amino)-2-cyclopropyl-6-(((3R,5S)-3,5-dimethylpiperazine-1-yl)methyl)phenol